ClC1=CC2=C(C3=CC(=CC=C3N=C2C=C1)Cl)NC1=CC(=C(C=C1)O)CN1CCCC1 4-((2,7-Dichloroacridin-9-yl)amino)-2-(pyrrolidin-1-ylmethyl)phenol